CS(=O)(=O)O.NCC(=O)OCOC(N(CCN(C1=CC=C(C=C1)F)C1=CC(=CC=C1)Br)C(C)=O)=O ((acetyl(2-((3-bromophenyl)(4-fluorophenyl)amino)ethyl)carbamoyl)oxy)methyl 2-aminoacetate methane-sulfonate